N-oxetan-3-ylacetamide O1CC(C1)NC(C)=O